bromo-acetic acid ethyl ester C(C)OC(CBr)=O